rac-tert-butyl {[4-(4-methyl-1,3-oxazol-5-yl)-2,5-dioxoimidazolidin-4-yl]methyl}carbamate CC=1N=COC1[C@]1(NC(NC1=O)=O)CNC(OC(C)(C)C)=O |r|